2-[5-(Piperazin-1-yl)[1,3]thiazolo[5,4-d][1,3]thiazol-2-yl]-5-(1H-pyrazol-4-yl)phenol N1(CCNCC1)C=1SC2=C(N1)SC(=N2)C2=C(C=C(C=C2)C=2C=NNC2)O